6-(6-chloro-7-isopropoxyimidazo[1,2-a]pyridin-3-yl)-N-((3S,4S)-4-fluoropiperidin-3-yl)pyridin-2-amine ClC=1C(=CC=2N(C1)C(=CN2)C2=CC=CC(=N2)N[C@H]2CNCC[C@@H]2F)OC(C)C